C(CC(C)CCC=C(C)C)\C(=C(/C(=O)[O-])\C)\C Citronellylmethyl-crotonat